C(C)NC1=NC=CC(=N1)C1=C(N=C(S1)NC(=O)NC1=CC(=C(C=C1)CN1CCN(CC1)C(C)C)C(F)(F)F)C 1-(5-(2-(Ethylamino)pyrimidin-4-yl)-4-methylthiazol-2-yl)-3-(4-((4-isopropylpiperazin-1-yl)methyl)-3-(trifluoromethyl)phenyl)urea